ClC1=CC=2C(=C(N=NC2N[C@H](C)C=2C(=C(C#N)C=CC2)C)C=O)C=N1 (R)-3-(1-((7-chloro-4-formylpyrido[3,4-d]pyridazin-1-yl)amino)ethyl)-2-methylbenzonitrile